(6R,7aS)-6-fluoro-7a-(hydroxymethyl)-tetrahydro-1H-pyrrolizin-3-one F[C@H]1CN2C(CC[C@]2(C1)CO)=O